O[C@@H]1[C@H]([C@]2(C)[C@@H](C1)[C@@H]1CCC3=CC(CC[C@]3(C)[C@H]1CC2)=O)O 16β,17α-dihydroxyandrost-4-en-3-one